6-Chloro-3-iodo-1-methyl-1H-pyrazolo[3,4-b]pyridine ClC1=CC=C2C(=N1)N(N=C2I)C